2-((3R,4R)-3-amino-4-methylpyrrolidin-1-yl)-5-(4-chloro-2-methyl-2H-indazol-5-yl)-3-methyl-3,7-dihydro-4H-pyrrolo[2,3-d]pyrimidin-4-one N[C@H]1CN(C[C@H]1C)C=1N(C(C2=C(N1)NC=C2C2=C(C1=CN(N=C1C=C2)C)Cl)=O)C